2-(piperidin-4-yloxy)-6-(4-propylbenzyl)pyridine N1CCC(CC1)OC1=NC(=CC=C1)CC1=CC=C(C=C1)CCC